N-(4-(4-amino-5-(3-fluoro-4-((6-methylpyrimidin-4-yl)oxy)phenyl)pyrazolo[5,1-f][1,2,4]triazin-6-yl)phenyl)acrylamide NC1=NC=NN2C1=C(C(=N2)C2=CC=C(C=C2)NC(C=C)=O)C2=CC(=C(C=C2)OC2=NC=NC(=C2)C)F